BrC1=C2C=C3N(C2=C(C(=C1)Cl)Cl)CCC(C3=O)C(=O)OCC ethyl 1-bromo-3,4-dichloro-9-oxo-7,8-dihydro-6H-pyrido[1,2-a]indole-8-carboxylate